(2-{[2-(4-chloro-benzyl)-3-(5-chloro-thiophen-2-yl)-1-oxo-1,2,3,4-tetrahydro-isoquinoline-4-carbonyl]-amino}-ethyl)-dimethyl-carboxylic acid ammonium salt [NH4+].ClC1=CC=C(CN2C(C3=CC=CC=C3C(C2C=2SC(=CC2)Cl)C(=O)NCCCC(=O)OC)=O)C=C1